C[C@@](CO)(COC1=CC=C(C=C1)N1CCC(CC1)OC1=CC=C(C=C1)OC(F)(F)F)O (R)-2-methyl-3-(4-(4-(4-(trifluoromethoxy)phenoxy)piperidin-1-yl)phenoxy)propane-1,2-diol